N-(5-((3-cyanopropyl)sulfonyl)-1,3,4-thiadiazol-2-yl)-2-(trifluoromethyl)benzamide C(#N)CCCS(=O)(=O)C1=NN=C(S1)NC(C1=C(C=CC=C1)C(F)(F)F)=O